C(CCCCCCCCCCCCCCCCC)OC(C[C@@H](C(CF)=O)NC(=O)[C@@]1(CC(=NO1)C1=NC=CC2=CC=CC=C12)C(C)C)=O (S)-5-fluoro-3-((R)-5-isopropyl-3-(isoquinolin-1-yl)-4,5-dihydroisoOxazole-5-carboxamido)-4-oxopentanoic acid octadecyl ester